8-(1-((2-(difluoromethyl)-4-fluorophenyl)amino)ethyl)-3,6-dimethyl-2-(tetrahydro-2H-pyran-4-yl)quinazolin-4(3H)-one FC(C1=C(C=CC(=C1)F)NC(C)C=1C=C(C=C2C(N(C(=NC12)C1CCOCC1)C)=O)C)F